1,3,5-triazine-2,4,6(1H,3H,5H)-trithiol trisodium salt [Na].[Na].[Na].N1C(NC(NC1S)S)S